(1R,3S)-3-{3-[(1,2-oxazol-5-ylacetyl)amino]-1H-pyrazol-5-yl}cyclopentyl [(2S)-2-methylbutyl]-carbamate C[C@H](CNC(O[C@H]1C[C@H](CC1)C1=CC(=NN1)NC(CC1=CC=NO1)=O)=O)CC